1-(5-(3-methoxypropyl)-2-(1-oxo-1,3-dihydro-2-benzofuran-5-yl)pyridin-3-yl)piperidine-4-carboxylic acid COCCCC=1C=C(C(=NC1)C1=CC2=C(C(OC2)=O)C=C1)N1CCC(CC1)C(=O)O